dicarboxylhydrocinnamamide C(=O)(O)C(C(=O)N)(CC1=CC=CC=C1)C(=O)O